5-(5-cyano-6-(2-(hydroxymethyl)morpholino)pyridin-3-yl)-N-cyclopropyl-2-fluoro-4-methylbenzamide C(#N)C=1C=C(C=NC1N1CC(OCC1)CO)C=1C(=CC(=C(C(=O)NC2CC2)C1)F)C